ClC1=C(C(=CC=C1)Cl)S(=O)(=O)N1CCN(CC1)C1=CC=CC2=C1C=C(O2)C(=O)NC2=CC(=CC=C2)OC(C)(F)F 4-(4-((2,6-dichlorophenyl)sulfonyl)piperazin-1-yl)-N-(3-(1,1-difluoroethoxy)phenyl)benzofuran-2-carboxamide